COC1=CC(=C(C=C1NC1=NC=NC(=C1)N1OCC[C@@H]1C1=C(C(=CC=C1F)F)F)NC(C=C)=O)N1CCN(CC1)C N-(4-methoxy-2-(4-methylpiperazine-1-yl)-5-((6-((R)-3-(2,3,6-trifluorophenyl)isoxazolidine-2-yl)pyrimidine-4-yl)amino)phenyl)acrylamide